FC1=CC(=C(C=C1)N1CN(C(C2=CC=CC(=C12)C)=O)C1=C(NC(C=C1)=O)C)C 1-(4-fluoro-2-methylphenyl)-8-methyl-3-(2-methyl-6-oxo-1,6-dihydropyridin-3-yl)-2,3-dihydroquinazolin-4(1H)-one